C1N(CCC2=CC=CC=C12)C[C@H](CN1CCOC2=C(C1=O)C=CC(=C2)OC2CCNCC2)O 4-[(2R)-3-(3,4-dihydro-1H-isoquinolin-2-yl)-2-hydroxy-propyl]-8-(4-piperidyloxy)-2,3-Dihydro-1,4-benzoxazepine-5-one